NC1=NC=CC2=CC(=CC=C12)C(=O)OC methyl 1-aminoisoquinoline-6-carboxylate